1-(3-ethyl-n-amyl)-4-ethylbenzene C(C)C(CCC1=CC=C(C=C1)CC)CC